C1(=CC=CC=C1)S(=O)(=O)NC=1C=C(C=CC1)/C=C/CCCCCOC1=C(C=CC=C1)CCC(=O)O 3-[2-[(E)-7-[3-(Benzenesulfonamido)phenyl]hept-6-enoxy]phenyl]propanoic acid